ClC=1C(=CC(CC1)(C1=NC=NC2=CC(=CC=C12)N1CCOCC1)F)C(C1=CC=C(N=N1)OCC(=O)O)O (6-{[2-Chloro-5-fluoro-5-(7-morpholin-4-yl-quinazolin-4-yl)-phenyl]hydroxy-methyl}pyridazin-3-yl-oxy)acetic acid